(S)-2-(3-((tert-butoxycarbonyl)amino)pyrrolidin-1-yl)oxazole-4-carboxylic acid C(C)(C)(C)OC(=O)N[C@@H]1CN(CC1)C=1OC=C(N1)C(=O)O